N12CC(C(CC1)CC2)N(C(O)=O)[C@H]2CCSC1=CC(=CC=C21)C2=CC1=C(OC(O1)(F)F)C=C2.FC2=CC=C(CN1C(C(CC1)NCC1=CC=C(C=C1)OC)=O)C=C2 (4-fluorobenzyl)-3-((4-methoxybenzyl)amino)pyrrolidin-2-one (S)-quinuclidin-3-yl-(7-(2,2-difluorobenzo[d][1,3]dioxol-5-yl)thiochroman-4-yl)carbamate